NC1=C(C=C(C=N1)C=1C=C(C=CC1)C(=O)N1CCC(CC1)N1CCCC1)OC(C)C1=C(C=CC=C1Cl)Cl (3-{6-amino-5-[1-(2,6-dichloro-phenyl)-ethoxy]-pyridin-3-yl}-phenyl)-(4-pyrrolidin-1-yl-piperidin-1-yl)-methanone